CCN 1-methylmethylamine